3-(tert-butylamino)-6-chloro-7-fluoro-4H-benzo[e][1,2,4]thiadiazine C(C)(C)(C)NC1=NSC2=C(N1)C=C(C(=C2)F)Cl